ClC1=C(C=CC=C1C1=NC=CC(=C1Cl)C1=NC(=C(C=C1)CNC[C@@H]1NC(CC1)=O)OC)NC1=NC=CC(=C1F)CNCC(=O)O (R)-((2-((2-chloro-3-(3'-chloro-6-methoxy-5-((((5-oxopyrrolidin-2-yl)methyl)amino)methyl)-[2,4'-bipyridin]-2'-yl)phenyl)amino)-3-fluoropyridin-4-yl)methyl)glycine